NC1=NC=C(C2=C1C=NN2)NC(=O)C(=O)N(CC2=C(C=C(C=C2)S(F)(F)(F)(F)F)C)CC N-(4-Amino-1H-pyrazolo[4,3-c]pyridin-7-yl)-N'-ethyl-N'-[[2-methyl-4-(pentafluoro-sulfanyl)phenyl]methyl]oxamide